C1N(CC12CCOCC2)CC2=CC=C(CNC1=C3C(N(C(C3=CC=C1)=O)C1C(NC(CC1)=O)=O)=O)C=C2 4-(4-(7-oxa-2-azaspiro[3.5]nonan-2-ylmethyl)benzylamino)-2-(2,6-dioxopiperidin-3-yl)isoindoline-1,3-dione